NC1=C2C(=C3C(=N1)C=CS3)N(C(=N2)CCCC)CC2=CC=C(CN3CCC(CC3)CNC(OC(C)(C)C)=O)C=C2 tert-butyl ((1-(4-((4-amino-2-butyl-1H-imidazo[4,5-d]thieno[3,2-b]pyridin-1-yl)methyl)benzyl)piperidin-4-yl)methyl)carbamate